C(#C)C1=CC=C2C=3C(=C(N(C(C13)=O)C1=CC=CC=C1)[C@@H](C)NC(=O)C=1C(=NN3C1N=CC=C3)NS(NC)(=O)=O)CCCC2 (R)-N-(1-(4-ethynyl-3-oxo-2-phenyl-2,3,7,8,9,10-hexahydrocyclohepta[de]isoquinolin-1-yl)ethyl)-2-((N-methylsulfamoyl)amino)pyrazolo[1,5-a]pyrimidine-3-carboxamide